CN1C=NC=2N=CN(C(C12)=O)CC1=NN(C(O1)=O)[C@H]1C[C@@H](CC1)C1=CC=C(C=C1)F 5-[(7-methyl-6-oxo-purin-1-yl)methyl]-3-[(1R,3R)-3-(4-fluorophenyl)cyclopentyl]-1,3,4-oxadiazol-2-one